tert-butyl(tert-butoxycarbonyl)(5-(4-(isopropylsulfonyl)phenyl)-3-(3-(4-(3-methylureido)phenyl)isoxazole-5-yl)pyrazin-2-yl)carbamate C(C)(C)(C)OC(N(C1=NC=C(N=C1C1=CC(=NO1)C1=CC=C(C=C1)NC(=O)NC)C1=CC=C(C=C1)S(=O)(=O)C(C)C)C(=O)OC(C)(C)C)=O